5-(3-(((3R,5R)-5-(difluoromethyl)-1-methylpiperidin-3-yl)amino)-5-methyl-1,2,4-triazine-6-yl)benzothiophene-4-ol FC([C@@H]1C[C@H](CN(C1)C)NC=1N=NC(=C(N1)C)C1=CC=C2C(C=CS2)=C1O)F